7-[(3R,5S)-3,5-dimethylpiperazin-1-yl]-2-(3-methoxyphenyl)-4H-pyrido[1,2-a]pyrimidin-4-one C[C@@H]1CN(C[C@@H](N1)C)C=1C=CC=2N(C(C=C(N2)C2=CC(=CC=C2)OC)=O)C1